N(=[N+]=[N-])CCO[C@H]1[C@@](CN(CC1)C1=NC=CC(=N1)N)(C)F 2-[(3S,4R)-4-(2-azidoethoxy)-3-fluoro-3-methylpiperidin-1-yl]pyrimidin-4-amine